3-(4-((2-(2-(2-(2-Hydroxyethoxy)ethoxy)ethoxy)ethyl)amino)-1-oxoisoindolin-2-yl)piperidine-2,6-dione OCCOCCOCCOCCNC1=C2CN(C(C2=CC=C1)=O)C1C(NC(CC1)=O)=O